COC1=CC=C(C=C1)NC(=O)N1CCNC2=CC(=CC=C12)C(=O)OC methyl 1-((4-methoxyphenyl) carbamoyl)-1,2,3,4-tetrahydroquinoxaline-6-carboxylate